C1(CC1)C1=NC=NC(=C1C=1N=CC2=C(N1)N(C1=C2C=CN=C1)CC1=CC=C(C=C1)C=1N(C=C(N1)C(F)(F)F)C([2H])([2H])[2H])OC 2-(4-cyclopropyl-6-methoxypyrimidin-5-yl)-9-(4-(1-(methyl-d3)-4-(trifluoromethyl)-1H-imidazol-2-yl)benzyl)-9H-pyrido[4',3':4,5]pyrrolo[2,3-d]pyrimidine